3-[1-(2,4-dichlorophenyl)imidazol-4-yl]azetidine-1-carboxylic acid tert-butyl ester C(C)(C)(C)OC(=O)N1CC(C1)C=1N=CN(C1)C1=C(C=C(C=C1)Cl)Cl